C(C)N1C=NC2=C1N=NC=C2C2=CC(=C(C=C2)F)C2=CC1=CN(N=C1C=C2OC)C 7-ethyl-4-(4-fluoro-3-(6-methoxy-2-methyl-2H-indazol-5-yl)phenyl)-7H-imidazo[4,5-c]pyridazine